FC(C1=CC(=NC=C1C1=NC(=NC(=N1)N1[C@@H](COCC1)C)N1C2(CCC2)COCC1)N)F 4-(difluoromethyl)-5-[4-[(3R)-3-methylmorpholin-4-yl]-6-(8-oxa-5-azaspiro[3.5]non-5-yl)-1,3,5-triazin-2-yl]pyridin-2-amine